1-diazo-6-bromo-naphthalen-2(1H)-one [N+](=[N-])=C1C(C=CC2=CC(=CC=C12)Br)=O